C(C)(C)(C)OC(=O)N1[C@H](C[C@H](C1)OC)C(NC1=C(C=CC(=C1)C(CCC1CC1)O)F)=O (2R,4R)-2-(5-(3-cyclopropyl-1-hydroxypropyl)-2-fluorophenylcarbamoyl)-4-methoxypyrrolidine-1-carboxylic acid tert-butyl ester